1-((4-(4-(trifluoromethyl)phenyl)-4,5,6,7-tetrahydropyrazolo[1,5-a]pyrimidin-6-yl)methyl)-1,5-dihydro-2H-pyrrol-2-one FC(C1=CC=C(C=C1)N1C=2N(CC(C1)CN1C(C=CC1)=O)N=CC2)(F)F